CC=1C=C(C=C(C1)C)OP(OC1=CC(=CC(=C1)C)C)OC1=CC(=CC(=C1)C)C.BrC1=CC(=C(C(=C1)NC(C)C)NC(=O)C12CC(C1)C2)F N-(4-bromo-2-fluoro-6-(isopropylamino)phenyl)bicyclo[1.1.1]pentane-1-carboxamide tri(3,5-dimethylphenyl)phosphite